((2S,5R)-5-amino-2-methylpiperidin-1-yl)(2-(1-(cyclopropylmethyl)-6-(2-(methylsulfonyl)pyridin-3-yl)-1H-pyrrolo[2,3-b]pyridin-2-yl)-7-methoxy-1-methyl-1H-benzo[d]imidazol-5-yl)methanone N[C@@H]1CC[C@@H](N(C1)C(=O)C1=CC2=C(N(C(=N2)C2=CC=3C(=NC(=CC3)C=3C(=NC=CC3)S(=O)(=O)C)N2CC2CC2)C)C(=C1)OC)C